C1(CC1)CN(C1=C(C=C2C(=N1)COC2)C(=O)O)C 2-[cyclopropylmethyl(methyl)amino]-5,7-dihydrofuro[3,4-b]pyridine-3-carboxylic acid